phosphourethane acrylate C(C=C)(=O)O.P(=O)(=O)NC(=O)OCC